NC1CCOCC1 4-aminotetrahydropyrane